CC1(N(CCC=C1C(=O)[O-])C)CC1=CNC2=CC=CC(=C12)Br Methyl-((4-bromo-1H-indol-3-yl)methyl)-1-methyl-1,2,5,6-tetrahydropyridine-3-carboxylate